C1(=CC=CC=C1)C1=CC=CC=C1 o-Biphenyl